(R)-N'-((1,2,3,5,6,7-hexahydro-s-indacen-4-yl)carbamoyl)-4-(2-methoxypropan-2-yl)benzenesulfonimidamide C1CCC2=C(C=3CCCC3C=C12)NC(=O)N=[S@](=O)(N)C1=CC=C(C=C1)C(C)(C)OC